N,N'-Difurfuryl-1,2-ethandiamin C(C1=CC=CO1)NCCNCC1=CC=CO1